methyl 4-(4-(benzylamino)-3-ethyl-1-methyl-1H-pyrazolo[3,4-d]pyrimidin-6-yl)benzoate C(C1=CC=CC=C1)NC1=C2C(=NC(=N1)C1=CC=C(C(=O)OC)C=C1)N(N=C2CC)C